4-amino-2'-bromo-6'-chlorospiro[cyclohexane-1,1'-indene]-4-carboxylic acid NC1(CCC2(C(=CC3=CC=C(C=C23)Cl)Br)CC1)C(=O)O